[SH3+].P(=O)([O-])([O-])[O-].[SH3+].[SH3+] phosphate sulfonium salt